1-butylisoquinolinium C(CCC)C1=[NH+]C=CC2=CC=CC=C12